FC1=C(C=CC(=C1)C(=O)OC)B(O)O (2-fluoro-4-(methoxycarbonyl)phenyl)boronic acid